8-(2,2-difluorocyclopropyl)-N-[(6,7-difluoro-1-{[2-(trimethylsilyl)ethoxy]methyl}-1H-benzimidazol-2-yl)methyl]-2-(morpholin-4-yl)pyrazolo[1,5-a][1,3,5]triazin-4-amine FC1(C(C1)C=1C=NN2C1N=C(N=C2NCC2=NC1=C(N2COCC[Si](C)(C)C)C(=C(C=C1)F)F)N1CCOCC1)F